1-[3-(3,5-difluorophenyl)-6-[5-fluoro-4-(oxetan-3-yloxy)pyridin-3-yl]quinolin-4-yl]piperidin-4-amine FC=1C=C(C=C(C1)F)C=1C=NC2=CC=C(C=C2C1N1CCC(CC1)N)C=1C=NC=C(C1OC1COC1)F